tert-butyl N-methyl-N-(3-oxopropyl)carbamate CN(C(OC(C)(C)C)=O)CCC=O